ClC=1C(=NC(=NC1)NC=1C(=CC(=C(C1)NC(C#CC)=O)N(C)CCN(C)C)OC)NC1=C(C=C(C=C1)C)N(S(=O)(=O)C)C N-(5-((5-chloro-4-((4-methyl-2-(N-methylmethylsulfonamido)phenyl)amino)pyrimidin-2-yl)amino)-2-((2-(dimethylamino)ethyl)(methyl)amino)-4-methoxyphenyl)but-2-ynamide